dimethyl 2-[(tetrahydro-5-dodecyl-2-furanyl)methyl]propanedioate C(CCCCCCCCCCC)C1CCC(O1)CC(C(=O)OC)C(=O)OC